[C@H]12CN(C[C@H](CC1)N2)C2=NC(=NC(=N2)OC[C@]21CCCN1C[C@@H](C2)F)NC(=O)C2=CC(=CC1=CC=C(C(=C21)C#C)F)O N-(4-((1R,5S)-3,8-diazabicyclo[3.2.1]octan-3-yl)-6-(((2R,7aS)-2-fluorotetrahydro-1H-pyrrolizin-7a(5H)-yl)methoxy)-1,3,5-triazin-2-yl)-8-ethynyl-7-fluoro-3-hydroxy-1-naphthamide